2-{[1-(4-fluorophenyl)-4-methyl-1H-1,2,3-triazol-5-yl]methoxy}-N-(oxolane-3-yl)-5,6,7,8-tetrahydro-1,6-naphthyridine-6-carboxamide FC1=CC=C(C=C1)N1N=NC(=C1COC1=NC=2CCN(CC2C=C1)C(=O)NC1COCC1)C